NC1(CCCC1)CNC1=NC(=C2C(=N1)N(N=C2)C)NC2=CC=C(C#N)C=C2 4-[[6-[(1-aminocyclopentyl)methylamino]-1-methylpyrazolo[3,4-d]pyrimidin-4-yl]amino]benzonitrile